C(C)C1=C2C(=NC=C1O)NC(C2(C)C)=O 4-ethyl-5-hydroxy-3,3-dimethyl-1,3-dihydro-2H-pyrrolo[2,3-b]pyridin-2-one